9-bromo-10-(2,4-difluorophenyl)-7-((S)-2-methylpiperazin-1-yl)-2,3-dihydro-5H-[1,4]thiazino[2,3,4-ij]quinazolin-5-one BrC=1C=C2C(=NC(N3C2=C(C1C1=C(C=C(C=C1)F)F)SCC3)=O)N3[C@H](CNCC3)C